NC=1C(C(C(=C2C(C3=CC=CC=C3C(C12)=O)=O)N)=N)=N 1,4-diamino-2,3-diiminoanthraquinone